2'-((4-Methoxybenzyl)(methyl)amino)-5',6'-dihydro-4'H-spiro[cyclopropane-1,7'-thiazolo[5,4-c]pyridin]-4'-one COC1=CC=C(CN(C=2SC=3C(NCC4(C3N2)CC4)=O)C)C=C1